BrC1=CC2=C(N=CN=C2N[C@H](C)C2=C(C(=CC=C2)C(F)(F)F)C)C(=N1)OC (R)-6-bromo-8-methoxy-N-(1-(2-methyl-3-(trifluoromethyl)phenyl)-ethyl)pyrido[3,4-d]pyrimidin-4-amine